ClC=1C=C(C=C(C1)N1CCOCC1)\C=C(/C)\[C@@H](C=O)[C@H](\C=C\[C@@H]([C@H](CC[C@H](CC=O)O)C)OC(=O)N1CCN(CC1)C)C 4-methylpiperazine-1-carboxylic acid [(2s,3s,4E,6r,7s,10r)-2-[(E)-1-(3-chloro-5-morpholin-4-ylphenyl) prop-1-en-2-yl]-10-hydroxy-3,7-dimethyl-12-oxo-1-oxododec-4-en-6-yl] ester